1-(4-(4-AMINO-7-CYCLOPROPYL-7H-PYRROLO[2,3-D]PYRIMIDIN-5-YL)BENZO[D]ISOXAZOL-7-YL)-3-(4-((4-METHYLPIPERAZIN-1-YL)METHYL)-3-(TRIFLUOROMETHYL)PHENYL)UREA NC=1C2=C(N=CN1)N(C=C2C2=CC=C(C1=C2C=NO1)NC(=O)NC1=CC(=C(C=C1)CN1CCN(CC1)C)C(F)(F)F)C1CC1